[2-(pyrazol-1-yl)pyridin-4-yl]methanamine N1(N=CC=C1)C1=NC=CC(=C1)CN